2-METHYL-1H-BENZIMIDAZOLE-5-BORONIC ACID, HYDROCHLORIDE SALT Cl.CC1=NC2=C(N1)C=CC(=C2)B(O)O